C(C=C)(=O)N1C[C@@H]2COC3=C(C(N2CC1)=O)C(=NC(=C3F)C3=C(C=CC=C3)F)N3C(CC(C3)N3CC(C3)F)(C)C (6aR)-8-acryloyl-4-fluoro-1-(4-(3-fluoroazetidin-1-yl)-2,2-dimethylpyrrolidin-1-yl)-3-(2-fluorophenyl)-6,6a,7,8,9,10-hexahydro-12H-pyrazino[2,1-c]pyrido[3,4-f][1,4]oxazepin-12-one